NC=1C=C(C=CC1O)N1CCOC2=C(C1=O)C=CC(=C2)C2=CC=CC=C2 4-(3-amino-4-hydroxyphenyl)-8-phenyl-3,4-dihydrobenzo[f][1,4]oxazepin-5(2H)-one